8-(1,3-dimethyl-1H-pyrazol-5-yl)-5-(((5-fluoro-3-hydroxy-2,3-dihydrobenzofuran-4-yl)methyl)amino)imidazo[1,2-c]pyrimidine-2-carbonitrile CN1N=C(C=C1C=1C=2N(C(=NC1)NCC1=C(C=CC3=C1C(CO3)O)F)C=C(N2)C#N)C